C1(CC1)C=1C=C(OC2N(CC2)C2N(CC23CC(C3)C=3C=NC(=CC3)C(F)(F)F)C=O)C=CC1C(F)(F)F 3-[3-cyclopropyl-4-(trifluoromethyl)phenoxylazetidin-1-yl]-[6-[6-(trifluoromethyl)-3-pyridyl]-2-azaspiro[3.3]heptan-2-yl]methanone